3-[[4-[(1R)-2-Amino-1-methyl-ethoxy]-5-bromo-6-(2,6-dimethylphenyl)pyrimidin-2-yl]sulfamoyl]benzoic acid NC[C@H](OC1=NC(=NC(=C1Br)C1=C(C=CC=C1C)C)NS(=O)(=O)C=1C=C(C(=O)O)C=CC1)C